(S)-3-((7-hydroxy-6,7-dihydro-5H-cyclopenta[d]pyrimidin-4-yl)oxy)-5-fluorobenzonitrile O[C@H]1CCC2=C1N=CN=C2OC=2C=C(C#N)C=C(C2)F